C(N)(OC1(CCC(CC1)C=1SC(=CN1)C1=C(C=C(C=C1)Br)S(=O)(=O)C(C)C)C(C)C)=O Trans-isopropyl-(4-(5-(4-bromo-2-(isopropylsulfonyl) phenyl) thiazol-2-yl) cyclohexyl) carbamate